methyl (3-fluoro-1-methyl-1H-indazol-6-yl)carboxylate FC1=NN(C2=CC(=CC=C12)C(=O)OC)C